C1(=CC=CC=C1)S(=O)NC=1C=CC=2N(C1)C=C(N2)C(=O)N 6-(phenylsulfinylamino)imidazo[1,2-a]pyridine-2-carboxamide